2-methyl-6,6-bis(4-sulfonatobutyl)-9,12-dioxa-6-aza-2-silapentadecan-6-ium C[SiH](C)CCC[N+](CCOCCOCCC)(CCCCS(=O)(=O)[O-])CCCCS(=O)(=O)[O-]